CC(C(C)N1C=CC2=CC=C(C=C12)C(F)(F)F)OC([C@H](C)NC(=O)C1=NC=CC(=C1O)OC)=O (2S)-2-[(3-hydroxy-4-methoxy-pyridine-2-carbonyl)amino]propionic acid [1-methyl-2-[6-(trifluoromethyl) indol-1-yl] propyl] ester